1-(2-(1H-benzo[d][1,2,3]triazol-1-yl)-3-methylbutanoyl)-N-(3-([1,1'-biphenyl]-4-yl)-1-amino-1-oxopropan-2-yl)-4-hydroxypyrrolidine-2-carboxamide N1(N=NC2=C1C=CC=C2)C(C(=O)N2C(CC(C2)O)C(=O)NC(C(=O)N)CC2=CC=C(C=C2)C2=CC=CC=C2)C(C)C